C(#N)C=1C=C(C=CC1F)NC(N(C)[C@@H]1CS(CC=2NC(C=3C=C(C(=CC3C21)F)F)=O)(=O)=O)=O (S)-3-(3-Cyano-4-fluorophenyl)-1-(8,9-difluoro-3,3-dioxido-6-oxo-1,4,5,6-tetrahydro-2H-thiopyrano[3,4-c]isoquinolin-1-yl)-1-methylurea